3,5-dimethyl-cyclohexane CC1CCCC(C1)C